5-[4-(Propylamino)-3-(trifluoromethyl)phenyl]-3,6-dihydro-2H-1,3,4-oxadiazin-2-one C(CC)NC1=C(C=C(C=C1)C1=NNC(OC1)=O)C(F)(F)F